(3-(3-methyl-1-(tetrahydro-2H-pyran-2-yl)-1H-pyrazol-5-yl)-5-((R)-3-methylmorpholino)isothiazolo[4,5-b]pyridin-7-yl)cyclopropane-1-carbonitrile CC1=NN(C(=C1)C1=NSC=2C1=NC(=CC2C2(CC2)C#N)N2[C@@H](COCC2)C)C2OCCCC2